NN1C(NC=C1)=O 1-amino-2-imidazolone